COCC(=O)NC\C=C\C=1C=C2C(=NC=NC2=CC1)NC1=CC(=C(C=C1)OC=1C=NC(=CC1)C)C (E)-2-methoxy-N-(3-(4-(3-methyl-4-(6-methylpyridin-3-yloxy)phenylamino)quinazolin-6-yl)allyl)acetamide